5-amino-2-(dimethylamino)-N-(1-(3-(tetrahydrofuran-2-yl)phenyl)ethyl)benzamide NC=1C=CC(=C(C(=O)NC(C)C2=CC(=CC=C2)C2OCCC2)C1)N(C)C